3,6-dichloro-4-((1s,2r)-2-isopropylcyclopropyl)pyridazine ClC=1N=NC(=CC1[C@@H]1[C@H](C1)C(C)C)Cl